(2S,6S)-4-(2-(6-chloroimidazo[1,2-a]pyridin-3-yl)pyrimidin-4-yl)-2-(5-fluoro-1H-pyrazol-4-yl)-6-methylmorpholine ClC=1C=CC=2N(C1)C(=CN2)C2=NC=CC(=N2)N2C[C@@H](O[C@H](C2)C)C=2C=NNC2F